C(C)C=1C=C(C=CC1O)C(CC1=CC=C(C=C1)O)(C)C1=CC(=C(C=C1)O)CC 2,2-Bis(3-ethyl-4-hydroxyphenyl)-1-(4-hydroxyphenyl)propane